6-(4-(diphenylamino)phenyl)-4-(methylthio)-2-oxo-2H-pyran-3-carbonitrile C1(=CC=CC=C1)N(C1=CC=C(C=C1)C1=CC(=C(C(O1)=O)C#N)SC)C1=CC=CC=C1